BrC=1C(=C(C(=O)O)C=CC1O)O 3-Bromo-2,4-dihydroxybenzoic acid